BrC1=C(C=C(C=C1)C1=NOC(=N1)C)OC 3-(4-bromo-3-methoxyphenyl)-5-methyl-1,2,4-oxadiazole